1-(4-bromo-2,5-difluorobenzyl)pyrimidine-2,4(1H,3H)-dione BrC1=CC(=C(CN2C(NC(C=C2)=O)=O)C=C1F)F